FC=1C=C(C=C(C1C=1N=NN(C1)CCN1C(C=CC=C1)=O)F)NC(CC1=C(C(=CC=C1)C(F)(F)F)F)=O N-(3,5-difluoro-4-(1-(2-(2-oxopyridin-1(2H)-yl)ethyl)-1H-1,2,3-triazol-4-yl)phenyl)-2-(2-fluoro-3-(trifluoromethyl)phenyl)acetamide